C1(CC1)NC(C([C@@H](C[C@H]1C(NCC1)=O)NC([C@H](CC(C)C)NC(OC1C(CCC1)CC1=CC=CC=C1)=O)=O)=O)=O 2-benzylcyclopentyl ((S)-1-(((R)-4-(cyclopropyl amino)-3,4-dioxo-1-((S)-2-oxopyrrolidin-3-yl) butan-2-yl)amino)-4-methyl-1-oxopentan-2-yl)carbamate